C(C1=CC=CC=C1)N1CCN(CC1)CC(=O)NN=CC1=C(C(=CC=C1)CC=C)O 2-(4-benzylpiperazin-1-yl)-N-[(2-hydroxy-3-prop-2-enyl-phenyl)methylideneamino]acetamide